FC=1C=C(C(=C2C=NNC12)C=1C(=C(N=C2[C@H]3C([C@@H](CC12)C3)(C)C)N3CC1(CN(C1)C(C=C)=O)CC3)C#N)C (1R,9R)-6-(7-fluoro-5-methyl-1H-indazol-4-yl)-10,10-dimethyl-4-(2-(2-propenoyl)-2,6-diazaspiro[3.4]octan-6-yl)-3-azatricyclo[7.1.1.02,7]undeca-2,4,6-triene-5-carbonitrile